C(C)N(C(\C=C\C)=O)C1=CC(=CC=C1)C (E)-N-ethyl-N-(3-methylphenyl)-2-butenamide